C(C)(C)(C)OC(=O)N1CCOCC1 morpholin-4-carboxylic acid tert-butyl ester